(1S,3S)-3-((4-Ethyl-2-(5-(((4-methoxypyrimidin-2-yl)amino)methyl)-1-methyl-1H-pyrazol-4-yl)pyrimidin-5-yl)oxy)cyclohexan C(C)C1=NC(=NC=C1OC1CCCCC1)C=1C=NN(C1CNC1=NC=CC(=N1)OC)C